ethyl 2-[(1-aza-2-methyl-3-oxobut-1-enyl)methylamino]acetate CC(=NN(CC(=O)OCC)C)C(C)=O